(R)-N-(1-hydroxypentan-2-yl)-6-((5-methyl-3-(6-methylpyridin-3-yl)isoOxazol-4-yl)methoxy)nicotinamide OC[C@@H](CCC)NC(C1=CN=C(C=C1)OCC=1C(=NOC1C)C=1C=NC(=CC1)C)=O